2-(5-cyclopropyl-4-nitropyrazol-1-yl)pyrazine C1(CC1)C1=C(C=NN1C1=NC=CN=C1)[N+](=O)[O-]